CC(CCC=CCC)CCCC(C)C (7,11-dimethyl)-3-dodecene